N1N(NC2=C1C=CC=C2)C2=C(C(=CC(=C2)C)CC(C[Si](O[Si](C)(C)C)(O[Si](C)(C)C)C)C)O 2-(1H-benzotriazol-2-yl)-4-methyl-6-[2-methyl-3-[1,3,3,3-tetramethyl-1-[(trimethylsilyl)oxy]disiloxanyl]propyl]-phenol